5-(benzyloxy)-N-[4-(hydroxymethyl)oxan-4-yl]-2-methyl-1-benzothiophene-3-carboxamide C(C1=CC=CC=C1)OC=1C=CC2=C(C(=C(S2)C)C(=O)NC2(CCOCC2)CO)C1